7-((6-(4-(2-((3r,5r,7r)-adamantan-1-yl)ethyl)piperazin-1-yl)hexyl)oxy)-N-((R)-1-(3-bromophenyl)ethyl)-6-methoxy-2-methylquinazolin-4-amine C12(CC3CC(CC(C1)C3)C2)CCN2CCN(CC2)CCCCCCOC2=C(C=C3C(=NC(=NC3=C2)C)N[C@H](C)C2=CC(=CC=C2)Br)OC